C(C)N1C(=NN(C1=O)C1=NC=2C(=CN(C(C2C=C1F)=O)C1=C(C=CC=C1)C(F)(F)F)C(C)C)CO (4-Ethyl-3-(hydroxymethyl)-5-oxo-4,5-dihydro-1H-1,2,4-triazol-1-yl)-3-fluoro-8-isopropyl-6-(2-(trifluoromethyl)phenyl)-1,6-naphthyridin-5(6H)-one